[Br-].COCC1=C(C=CC(=C1)N)N 2-Methoxymethyl-p-phenylendiamin Bromid